2-(6-(((1s,2s,3r,5r)-2-fluoro-9-azabicyclo[3.3.1]non-3-yl)oxy)pyridazin-3-yl)-5-(5-methyl-1,3,4-thiadiazol-2-yl)phenol F[C@H]1[C@@H]2CCC[C@H](C[C@H]1OC1=CC=C(N=N1)C1=C(C=C(C=C1)C=1SC(=NN1)C)O)N2